ClC1=CC(=C(C(=O)N2C[C@H](N(CC2)C=2C=CC(=NC2C(=O)NCCN(C)C)C=2C(=NC=CC2)CC)CC)C=C1)C(F)(F)F 5-[(2R)-4-[4-chloro-2-(trifluoromethyl)benzoyl]-2-ethylpiperazin-1-yl]-N-[2-(dimethylamino)ethyl]-2'-ethyl-[2,3'-bipyridine]-6-carboxamide